OC1=NC=2N(C=3C=CC=CC13)C1=CC=CC=C1C2 5-hydroxyindolo[1,2-a]quinazolin